OC(CNC(=O)NC1=NC=C(C(=C1)C)B1OC(C(O1)(C)C)(C)C)(C)C 1-(2-hydroxy-2-methyl-propyl)-3-[4-methyl-5-(4,4,5,5-tetramethyl-1,3,2-dioxaborolan-2-yl)-2-pyridyl]urea